C(C)OC(=O)C1=NOC(=N1)C=1C=NC(=C(C1)F)N1CCC(CC1)(F)F 5-[6-(4,4-difluoropiperidin-1-yl)-5-fluoropyridin-3-yl]-1,2,4-oxadiazole-3-carboxylic acid ethyl ester